C(C)(=O)C1=C(NC=2C(N(C=C(C21)Br)C)=O)C 3-acetyl-4-bromo-2,6-dimethyl-1H-pyrrolo[2,3-c]pyridin-7(6H)-one